ClC=1C=CC(=C(C1)C1=C(N=NN1)C1=NC2=CC(=CN=C2C=C1)C=1C(=NNC1)C(F)(F)F)F 2-[5-(5-chloro-2-fluoro-phenyl)-1H-triazol-4-yl]-7-[3-(trifluoromethyl)-1H-pyrazol-4-yl]-1,5-naphthyridine